N-((3S,4S)-4-fluoropyrrolidin-3-yl)-6-(6-(trifluoromethyl)imidazo[1,2-b]pyridazin-3-yl)pyridin-2-amine F[C@@H]1[C@H](CNC1)NC1=NC(=CC=C1)C1=CN=C2N1N=C(C=C2)C(F)(F)F